NC1=NC=C(C=N1)C1=C2C(N(C(=NC2=CC=C1)[C@H](CC)NC1=NC=NC2=CC=C(C=C12)C#N)C1CC1)=O (S)-4-((1-(5-(2-aminopyrimidin-5-yl)-3-cyclopropyl-4-oxo-3,4-dihydroquinazolin-2-yl)propyl)amino)quinazoline-6-carbonitrile